1-(5-((4-(2,4-dimethylphenyl)piperazin-1-yl)methyl)-1-oxoisoindolin-2-yl)dihydropyrimidine-2,4(1H,3H)-dione CC1=C(C=CC(=C1)C)N1CCN(CC1)CC=1C=C2CN(C(C2=CC1)=O)N1C(NC(CC1)=O)=O